COC1=C2CC[C@@H](NC2=CC=C1)C (2S)-5-methoxy-2-methyl-1,2,3,4-tetrahydroquinoline